[Si](C1=CC=CC=C1)(C1=CC=CC=C1)(C(C)(C)C)OC1(CN(CCOC1)C1=NC(=NC(=N1)O[C@@H](C)[C@H]1N(C[C@@H](C1)F)C)C#N)C([2H])([2H])[2H] 4-(6-((tert-butyldiphenylsilyl)oxy)-6-(methyl-d3)-1,4-oxazepan-4-yl)-6-((S)-1-((2S,4R)-4-fluoro-1-methylpyrrolidin-2-yl)ethoxy)-1,3,5-triazine-2-carbonitrile